(2S,5R)-tert-butyl 2-(4-bromophenyl)-5-methyl-4-(1-methylcyclopropanecarbonyl)piperazine-1-carboxylate tert-Butyl-(2S,5R)-2-(4-bromophenyl)-5-methyl-piperazine-1-carboxylate C(C)(C)(C)OC(=O)N1[C@H](CN[C@@H](C1)C)C1=CC=C(C=C1)Br.BrC1=CC=C(C=C1)[C@@H]1N(C[C@H](N(C1)C(=O)C1(CC1)C)C)C(=O)OC(C)(C)C